N=C1N[C@@](CS([C@@]12C[C@@H]2C)(=O)=O)(C2=CC1=C(SC3=C1C=C(C=C3)C#CC)C=C2)C (1S,3R,6R)-8-Imino-1,6-dimethyl-6-(8-(prop-1-yn-1-yl)dibenzo[b,d]thiophen-2-yl)-4-thia-7-azaspiro[2.5]octane 4,4-dioxide